C(CCCCCCCCCC)(=O)N[C@@H](CC1=CNC=N1)C(=O)O N-n-undecanoyl-histidine